2,5-dimethyl-1,6-hexanediamine CC(CN)CCC(CN)C